2-(3,5-Di-tert.-butyl-2-hydroxyphenyl)benztriazol C(C)(C)(C)C=1C(=C(C=C(C1)C(C)(C)C)N1N=C2C(=N1)C=CC=C2)O